OC(COCCC(C(=O)OC)(C)C)CO methyl 4-(2,3-dihydroxypropoxy)-2,2-dimethylbutanoate